C(C1=CC=CC=C1)OC(=O)N[C@H](C(=O)N[C@@H](CCC(=O)OC(C)(C)C)C(=O)NC1=CC=C(C=C1)OC)CC(=O)OC(C)(C)C tert-Butyl (S)-4-((S)-2-(((benzyloxy)carbonyl)amino)-4-(tert-butoxy)-4-oxobutanamido)-5-((4-methoxyphenyl)amino)-5-oxopentanoate